6-(6-(allyloxy)-2,3-dichlorophenyl)-3-(piperidin-4-oxy)-6,7-dihydro-5H-pyrrolo[2,1-c][1,2,4]triazole C(C=C)OC1=CC=C(C(=C1C1CC2=NN=C(N2C1)OC1CCNCC1)Cl)Cl